(5-{5-[5-Fluoro-6-(2-methoxy-ethoxy)-1H-indazol-3-yl]-isoxazol-3-yl}-pyridin-2-yl)-(3-morpholin-4-yl-azetidin-1-yl)-methanone FC=1C=C2C(=NNC2=CC1OCCOC)C1=CC(=NO1)C=1C=CC(=NC1)C(=O)N1CC(C1)N1CCOCC1